CC1=C(C(NC=2CCCCC12)=O)C#N 4-methyl-2-oxo-1,2,5,6,7,8-hexahydro-quinoline-3-carbonitrile